C1=CC=C(C=C1)C(=NCC#N)C2=CC=CC=C2 N-(diphenylmethylene)aminoacetonitrile